2-amino-5-carboxy-1,2,4-triazole NN1N=C(N=C1)C(=O)O